C(OC1=CC2=C(C3CC(C(CN3CC2)CC(C)C)=O)C=C1OC([2H])([2H])[2H])([2H])([2H])[2H] 1,3,4,6,7,11b-hexahydro-9,10-di(methoxy-d3)-3-(2-methylpropyl)2H-benzo[a]quinolizin-2-one